(S)-N-((4-(2-(6-fluoro-1H-indol-3-yl)acetyl)morpholin-2-yl)methyl)acetamide FC1=CC=C2C(=CNC2=C1)CC(=O)N1C[C@@H](OCC1)CNC(C)=O